CC1=C(C(=CC(=C1)C)C)CCOP(C1=CC=CC=C1)=O 2,4,6-trimethylphenylethoxyphenylphosphine oxide